2,2'-(2,5-thiophenediyl)bis(5-tert-butylbenzooxazole) S1C(=CC=C1C=1OC2=C(N1)C=C(C=C2)C(C)(C)C)C=2OC1=C(N2)C=C(C=C1)C(C)(C)C